BrC1=CC=CC(=N1)NC(=O)[C@H]1N([C@@H]2C[C@@H]2C1)C(CN1C=CC=2C1=NC=C(C2)C(=O)OC)=O methyl 1-(2-((1R,3S,5R)-3-((6-bromopyridin-2-yl) carbamoyl)-2-azabicyclo[3.1.0]hex-2-yl)-2-oxoethyl)-1H-pyrrolo[2,3-b]pyridine-5-carboxylate